CC=1C=C(C=CC1OC1=CC2=C(N(C=N2)C)C=C1)C1=NC2=CC=CC=C2C(=N1)N [3-methyl-4-(1-methylbenzimidazol-5-yl)oxy-phenyl]quinazolin-4-amine